CNC1CCC(CC1)N(C(=O)C1=C(C2=C(S1)C=CC=C2)Cl)C(C2=CC(=CC=C2)C2=NC=CC=C2)=O N-Methyl-N'-(3-pyridinylbenzoyl)-N'-(3-chlorobenzo[b]thiophene-2-carbonyl)-1,4-diaminocyclohexane